C(C)(=O)N(C(C)=O)[Ta](=NC(C)(C)C)(N(C(C)=O)C(C)=O)N(C(C)=O)C(C)=O tri(diacetylamino)(t-butylimino)tantalum (V)